1-((3aR,5r,6aS)-2,2-bis((9Z,12Z)-octadeca-9,12-dien-1-yl)tetrahydro-3aH-cyclopenta[d][1,3]dioxol-5-yl)-N,N-dimethylmethylamine C(CCCCCCC\C=C/C\C=C/CCCCC)C1(O[C@H]2[C@@H](O1)CC(C2)CN(C)C)CCCCCCCC\C=C/C\C=C/CCCCC